P(=O)(O[Si](C)(C)C)(OC1=CC=CC=C1)F Trimethylsilyl (phenyl) fluorophosphate